Tricyclodecane-dimethanol diacrylate C(C=C)(=O)O.C(C=C)(=O)O.C1(CCCCCCCCC1)(CO)CO.C1(CCCCCCCCC1)(CO)CO.C1(CCCCCCCCC1)(CO)CO